CC1CNCCC(N1)C 3,5-dimethyl-1,4-diazepane